CN1C2=C(C3=C1C(N(N=C3)CC=3SC=CN3)=O)SC(=N2)CC2=NC=CC=C2 4-methyl-2-(pyridin-2-ylmethyl)-6-(thiazol-2-ylmethyl)-4H-thiazolo[5',4':4,5]pyrrolo[2,3-d]pyridazin-5(6H)-one